C(C)(C)(C)OC(=O)N(C(OC(C)(C)C)=O)C1=NC=CC(=C1OC)B1OC(C(O1)(C)C)(C)C tert-butyl (tert-butoxycarbonyl)(3-methoxy-4-(4,4,5,5-tetramethyl-1,3,2-dioxaborolan-2-yl)pyridin-2-yl)carbamate